2-ethyl-4,4-dimethyl-1-vinyl-cyclohexyl acetate C(C)(=O)OC1(C(CC(CC1)(C)C)CC)C=C